2,2':6',2''-ter-pyridine N1=C(C=CC=C1)C1=NC(=CC=C1)C1=NC=CC=C1